FC=1C(=CC2=C(C(NC=3CNCC(C23)N(C(=O)C=2NC3=CC=CC(=C3C2)C(F)F)C)=O)C1)F N-(8,9-difluoro-6-oxo-1,2,3,4,5,6-hexahydrobenzo[c][1,7]naphthyridin-1-yl)-4-(difluoromethyl)-N-methyl-1H-indole-2-carboxamide